O(OC#N)OC#N.[K] Potassium Oxocyanate